N-phenyl-N-phenethyl-O-(3-buten-2-yl)hydroxylamine C1(=CC=CC=C1)N(OC(C)C=C)CCC1=CC=CC=C1